COC1=CC=C(C=C1)NC(CCSC(F)(F)F)=O N-(4-methoxyphenyl)-3-(trifluoromethylthio)-propionamide